6-(6-chloropyridin-2-yl)-N2-isopropyl-N4-(pyrimidin-5-yl)-1,3,5-triazine-2,4-diamine ClC1=CC=CC(=N1)C1=NC(=NC(=N1)NC(C)C)NC=1C=NC=NC1